(S)-N-(2-(4-fluorophenyl)-2-(3-((1-methyl-1H-1,2,3-triazol-4-yl)amino)azetidin-1-yl)ethyl)-2,5-bis(trifluoromethyl)pyrazolo[1,5-a]pyrimidin-7-amine FC1=CC=C(C=C1)[C@@H](CNC1=CC(=NC=2N1N=C(C2)C(F)(F)F)C(F)(F)F)N2CC(C2)NC=2N=NN(C2)C